FC1=C2C=CN(C2=C(C=C1)C(=O)NC1CC2(CC(C2)C(=O)O)C1)CC1=CC=C(C=C1)C1=CC=C(C=C1)OC 6-(4-fluoro-1-((4'-methoxy-[1,1'-biphenyl]-4-yl)methyl)-1H-indole-7-carboxamido)spiro[3.3]heptane-2-carboxylic acid